methyl 2-(isoquinolin-5-yloxy)-2-methylpropanoate C1=NC=CC2=C(C=CC=C12)OC(C(=O)OC)(C)C